FC1=CN(C2=NC(=CC=C21)CC2CC1(CN(C1)C(=O)C1CC(C1)(C)O)C2)C (6-((3-Fluoro-1-methyl-1H-pyrrolo[2,3-b]pyridin-6-yl)methyl)-2-azaspiro[3.3]heptan-2-yl)((1s,3s)-3-hydroxy-3-methylcyclobutyl)methanone